3-(benzyloxy)-N-(5,6-difluoro-1H-indol-3-yl)propane-1-sulfonamide C(C1=CC=CC=C1)OCCCS(=O)(=O)NC1=CNC2=CC(=C(C=C12)F)F